ClC1=C(C=CC(=C1)C1=NC=NC(=C1)NCCN1C(=CC2=C(C=CC(=C12)F)C)C)CO (2-Chloro-4-{6-[2-(7-fluoro-2,4-dimethyl-indol-1-yl)-ethylamino]-pyrimidin-4-yl}-phenyl)-methanol